(R)-6-((3,3-difluoropyrrolidin-1-yl)methyl)-4-methyl-2-(1H-pyrazol-4-yl)-5,7-dihydro-3-oxa-1-thia-7-azaacenaphthylen-8(4H)-one FC1(CN(CC1)CC1=C2C[C@H](OC3=C(SC(C(N1)=O)=C32)C=3C=NNC3)C)F